N-Cyclohexyl-2-pyrrolidon C1(CCCCC1)N1C(CCC1)=O